COC1=CC=C(C=C1)CCC(=O)N1CCN(CC1)C(COC1CC(CCC1)C)=O 3-(4-methoxyphenyl)-1-[4-[2-[(3-methylcyclohexyl)oxy]acetyl]-1-piperazinyl]-1-Propanone